1-(4-(4-acetylphenoxy)-3-(6-methyl-7-oxo-6,7-dihydro-1H-pyrrolo[2,3-c]pyridin-4-yl)phenyl)pyrrolidine-2,5-dione C(C)(=O)C1=CC=C(OC2=C(C=C(C=C2)N2C(CCC2=O)=O)C=2C3=C(C(N(C2)C)=O)NC=C3)C=C1